(2S,5R)-5-Azido-6-Hydroxy-Tetrahydropyran-2-Yl[Ethyl]-N-Methyl-Carbamate N(=[N+]=[N-])[C@@H]1CC[C@H](OC1O)CN(C([O-])=O)CC